C(C)(C)(C)NC1=NC(=NC(=N1)NCC)SC 2-tert-butylamino-4-ethylamino-6-methylsulfanyl-1,3,5-triazine